N-(6,6-difluorospiro[3.3]heptan-2-yl)-5-(1,8-naphthyridin-3-yl)pyrrolo[2,1-f][1,2,4]triazin-2-amine FC1(CC2(CC(C2)NC2=NN3C(C=N2)=C(C=C3)C=3C=NC2=NC=CC=C2C3)C1)F